(R)-N-(1-(3-trifluoromethylphenyl)ethyl)-6-bromo-2-methylpyrido[2,3-d]pyrimidin-4-amine FC(C=1C=C(C=CC1)[C@@H](C)NC=1C2=C(N=C(N1)C)N=CC(=C2)Br)(F)F